CN1C=NC(=C1C(=N)[Se])N The molecule is a member of the class of imidazoles bearing methyl, amino and selenocarboxamido substituents at positions 1, 4 and 5 respectively. It is a member of imidazoles, an aromatic amine and an organoselenium compound.